1-(3-fluorophenyl)ethanone FC=1C=C(C=CC1)C(C)=O